S1C2=C(C=C1)C=CC=C2CN2CCC1(CC2)COC2=C3CN(C(C3=CC=C21)=O)C2C(NC(CC2)=O)=O 3-(1'-(benzo[b]thiophen-7-ylmethyl)-6-oxo-6,8-dihydro-2H,7H-spiro[furo[2,3-e]isoindole-3,4'-piperidin]-7-yl)piperidine-2,6-dione